FC(C(=O)O)(F)F.FC(C(=O)O)(F)F.CC1=C(C=C(C=C1)NC(=O)[C@@H]1N(CCCC1)CCNC)C(N[C@H](C)C1=CC=CC2=CC=CC=C12)=O (R)-N-(4-methyl-3-(((R)-1-(naphthalen-1-yl)ethyl)carbamoyl)phenyl)-1-(2-(methylamino)ethyl)piperidine-2-carboxamide bis(2,2,2-trifluoroacetate)